1-(3-Chlorophenyl)-7-oxo-5,6-dihydro-4H-pyrazolo[3,4-c]pyridine-3-carboxylic acid ethyl ester C(C)OC(=O)C1=NN(C=2C(NCCC21)=O)C2=CC(=CC=C2)Cl